Cl.FC=1C=C(C=CC1F)[C@H]1[C@@H](CNCC1)NC(=O)C1=CC=2C=3N(CCCC2S1)N=CC3C N-((3S,4S)-4-(3,4-difluorophenyl)piperidin-3-yl)-1-methyl-6,7-dihydro-5H-pyrazolo[1,5-a]thieno[3,2-c]azepin-9-carboxamide hydrochloride